tert-butyl (4-(6-bromopyrrolo[2,1-f][1,2,4]triazin-4-yl)-2-(2,2-difluoroethyl)benzyl)carbamate BrC=1C=C2C(=NC=NN2C1)C1=CC(=C(CNC(OC(C)(C)C)=O)C=C1)CC(F)F